6-(4-propenoylpiperazin-1-yl)-4-(4-phenoxyphenyl)isoindolin-1-one C(C=C)(=O)N1CCN(CC1)C1=CC(=C2CNC(C2=C1)=O)C1=CC=C(C=C1)OC1=CC=CC=C1